tert-butyl (E)-(4-((2-(3-((tert-butyldimethylsilyl)oxy)propoxy)-4-carbamoyl-6-nitrophenyl)amino)but-2-en-1-yl)carbamate [Si](C)(C)(C(C)(C)C)OCCCOC1=C(C(=CC(=C1)C(N)=O)[N+](=O)[O-])NC/C=C/CNC(OC(C)(C)C)=O